C(C)OC(=O)C=1C(N(C2=NC=C(C=C2C1OC(C)C)C1=CC=C(C=C1)OC)CCN1CCOCC1)=O 4-isopropoxy-6-(4-methoxyphenyl)-1-(2-morpholinoethyl)-2-oxo-1,2-dihydro-1,8-naphthyridine-3-carboxylic acid ethyl ester